NC/C(/CN1N=CN(C1=O)CC1=CC=C(S1)C1=CC2=C(OCC(N2C)=O)N=C1)=C\F 7-[5-({1-[(2E)-2-(aminomethyl)-3-fluoroprop-2-en-1-yl]-5-oxo-1,5-dihydro-4H-1,2,4-triazol-4-yl}methyl)thiophen-2-yl]-1-methyl-1H-pyrido[2,3-b][1,4]oxazin-2(3H)-one